C(C(C)(C)C)OB(O)C=1C=NC(=NC1)N1CCC1 (2-(azetidin-1-yl)pyrimidin-5-yl)boronic acid neopentyl ester